FC(C(C(=C(C(C(F)(F)F)(C(F)(F)F)F)C(C(F)(F)F)(C(F)(F)F)F)C(F)(F)F)(C(F)(F)F)F)(F)F 1,1,1,2,5,6,6,6-octafluoro-2,3,5-tris(trifluoromethyl)-4-(perfluoroprop-2-yl)-3-hexene